N[C@H](C(C)C)C1=CC=2N(N=C1)C=C(N2)[C@@H](NC(=O)C2=CC=NN2C(C)C)C2CCC(CC2)(F)F |o1:1| N-((S)-(7-((R*)-1-Amino-2-methylpropyl)imidazo[1,2-b]pyridazin-2-yl)(4,4-difluorocyclohexyl)methyl)-1-isopropyl-1H-pyrazole-5-carboxamide